(5R)-3-[[2-(1,1-Difluoroethyl)-5-[3-(difluoromethyl)-4-fluoro-phenyl]-3-pyridyl]methyl]-5-methyl-oxazolidin-2-one FC(C)(F)C1=NC=C(C=C1CN1C(O[C@@H](C1)C)=O)C1=CC(=C(C=C1)F)C(F)F